6-(6-methylpyridazin-4-yl)-4-(7H-pyrrolo[2,3-d]pyrimidin-4-yl)-3,4-dihydro-2H-1,4-thiazine CC1=CC(=CN=N1)C1=CN(CCS1)C=1C2=C(N=CN1)NC=C2